BrC1=C2C=CN=C(C2=C(C=C1)F)O 5-bromo-8-fluoroisoquinolin-1-ol